C(C1=CC=CC=C1)OC=1C(=CC2=C(N(C([C@H]3N(C2=O)C=C(C3)C3=CC=C(C=C3)OC)=O)COCC[Si](C)(C)C)C1)OC (S)-8-(benzyloxy)-7-methoxy-2-(4-methoxyphenyl)-10-((2-(trimethylsilyl)ethoxy)methyl)-1,11a-dihydro-5H-benzo[e]pyrrolo[1,2-a][1,4]diazepine-5,11(10H)-dione